ClC=1C=C2C(=NC(=NC2=C(C1C1=C(C(=CC(=N1)N)C)C(F)(F)F)F)OC[C@H]1N(CCC1)C)N1[C@H](CNCC1)C 6-[6-chloro-8-fluoro-4-[(2S)-2-methylpiperazin-1-yl]-2-[[(2S)-1-methylpyrrolidin-2-yl]methoxy]quinazolin-7-yl]-4-methyl-5-(trifluoromethyl)pyridin-2-amine